C(C)C1=NNC2=CC(=CC=C12)C1=C2CN(C(C2=CC=C1)=O)CC(C#N)=C 2-{[4-(3-ethyl-1H-indazol-6-yl)-1-oxo-2,3-dihydro-1H-isoindol-2-yl]methyl}prop-2-enenitrile